COCCCNC(OCC1=CC=C(C=C1)C(N)=S)=O 4-Carbamothioylbenzyl (3-methoxypropyl)carbamate